FC(C=1C=C(C=C(C1)C(F)(F)F)P(C1=C(C(=CC=C1OC)OC)C1=C(C=C(C=C1C(C)C)C(C)C)C(C)C)C1=CC(=CC(=C1)C(F)(F)F)C(F)(F)F)(F)F 2-{Bis[3,5-bis(trifluoromethyl)phenyl]phosphino}-3,6-dimethoxy-2',4',6'-triisopropyl-1,1'-biphenyl